N1N=CC(=C1)C1=C(C=NC=C1)C=1C=C2C=C(N=CC2=C(N1)N)NC(=O)[C@H]1[C@@H](C1)C#N (1R,2R)-N-(6-(4-(1H-pyrazol-4-yl)pyridin-3-yl)-8-amino-2,7-naphthyridin-3-Yl)-2-cyanocyclopropanecarboxamide